2-(4-(2,5-dimethyl-1H-pyrrol-1-yl)phenyl)acetic acid CC=1N(C(=CC1)C)C1=CC=C(C=C1)CC(=O)O